FC1=CC=C(C(=C1[C@H]1N([C@@H](CC2=C1NC1=CC=CC=C21)C)C[C@@H](C(=O)O)C)C)OCCN(C([2H])([2H])[2H])CCCF (S)-3-((1R,3R)-1-(6-fluoro-3-(2-((3-fluoropropyl)(methyl-d3)amino)ethoxy)-2-methylphenyl)-3-methyl-1,3,4,9-tetrahydro-2H-pyrido[3,4-b]indol-2-yl)-2-methylpropionic acid